(7-piperazin-1-yl-4-isoquinolinyl)hexahydropyrimidine-2,4-dione N1(CCNCC1)C1=CC=C2C(=CN=CC2=C1)N1C(NC(CC1)=O)=O